C(C=C)(=O)N1CCN(CC1)[C@H](CC1CC1)C1=CC=C(C=C1)C1(CC1)NC=1N=CC2=C(N1)N(C(C=C2)=O)C(C)C 2-[(1-[4-[(1R)-1-(4-acryloylpiperazin-1-yl)-2-cyclopropylethyl]phenyl]cyclopropyl)amino]-8-(propan-2-yl)pyrido[2,3-d]pyrimidin-7(8H)-one